(2-(carbomethoxy)phenyl)boronic acid C(=O)(OC)C1=C(C=CC=C1)B(O)O